C[C@H]1CCC(N(C1)C(C(=O)NC=1C2=C(C=NC1)C=NN2COCC[Si](C)(C)C)=O)C=2C=CC1=C(N=C(S1)C1CN(CC1)C)C2 2-[(5S)-5-methyl-2-[2-(1-methylpyrrolidin-3-yl)-1,3-benzothiazol-5-yl]-1-piperidyl]-2-oxo-N-[1-(2-trimethylsilylethoxymethyl)pyrazolo[4,3-c]pyridin-7-yl]acetamide